C(#N)C1CC(CC1)NC1=C(C(=O)NC2=NNC3=CN=C(C=C32)C3=C(C=CC=C3C)F)C=CC(=C1)N1CCN(CC1)C 2-(3-cyanocyclopentylamino)-N-(5-(2-fluoro-6-methylphenyl)-1H-pyrazolo[3,4-c]pyridin-3-yl)-4-(4-methylpiperazin-1-yl)benzamide